N1(CCOCC1)C1=C(C=CC=C1)CN 1-[2-(morpholin-4-yl)phenyl]methylamine